(S)-3-(hydroxymethyl)pyrrolidine OC[C@@H]1CNCC1